C1CC12C(CC(CC2)=O)=O Spiro[2.5]octane-4,6-dione